CC(C(=O)NCC=1C=CC(=C(C(=O)NC2=C3C=NN(C3=CC=C2)C2=CC(=NC(=C2)C)C)C1)C(F)(F)F)(C)C 5-{[(2,2-Dimethylpropanoyl)amino]methyl}-N-[1-(2,6-dimethylpyridin-4-yl)-1H-indazol-4-yl]-2-(trifluoromethyl)benzamide